FC1=CC=C(C=C1)N1N=CC2=C1C=C1CCN(C[C@]1(C2)C(=O)C=2N=CSC2)S(=O)(=O)C2=CC=C(C=C2)C(F)(F)F (R)-(1-(4-fluorophenyl)-6-((4-(trifluoromethyl)phenyl)sulfonyl)-4,4a,5,6,7,8-hexahydro-1H-pyrazolo[3,4-g]isoquinolin-4a-yl)(thiazol-4-yl)methanone